1-[6-(tert-Butoxycarbonylamino)-3-chloropyridazin-4-yl]-4,4-Difluorocyclohexanecarboxylic acid ethyl ester C(C)OC(=O)C1(CCC(CC1)(F)F)C1=C(N=NC(=C1)NC(=O)OC(C)(C)C)Cl